OC1=C(C2=CC=CC=C2C=C1)CC1=C(C=CC2=CC=CC=C12)C(=O)O 1-((2-Hydroxynaphthalen-1-yl)methyl)-2-naphthoic acid